(1R,3S)-N-(5-chloro-4-(5,5-dimethyl-5,6-dihydro-4H-pyrrolo[1,2-b]pyrazol-3-yl)pyridin-2-yl)-3-(1-methyl-1H-pyrazol-3-yl)cyclohexane-1-carboxamide ClC=1C(=CC(=NC1)NC(=O)[C@H]1C[C@H](CCC1)C1=NN(C=C1)C)C1=C2N(N=C1)CC(C2)(C)C